CN(CCOCCN(CCCN)C)C N-[2-[2-(dimethyl-amino)ethoxy]ethyl]-N-methylpropane-1,3-diamine